N,N-diethyl-allyl-amine C(C)N(CC)CC=C